1-bromo-(2-methoxy)ethane BrCCOC